COC1=CC=C(C(C2=CC=C(C=C2)OC)(C2=CC=CC=C2)[C@@]2(C[C@H](O)[C@@H](CO)O2)N2C(=O)NC(=O)C(C)=C2)C=C1 (4,4'-dimethoxytrityl)-thymidine